(2R)-7-bromo-2-methyl-4-[(1S)-1-phenylethyl]-6-(trifluoromethyl)-2H-1,4-benzoxazin-3-one BrC1=CC2=C(N(C([C@H](O2)C)=O)[C@@H](C)C2=CC=CC=C2)C=C1C(F)(F)F